FC1=CC=C(C=C1)\C=C\1/N=C(OC1=O)C1=CC(=CC=C1)C(F)(F)F (4Z)-4-[(4-fluorophenyl)methylidene]-2-[3-(trifluoromethyl)phenyl]-1,3-oxazol-5-one